FC=1C=C(C=C2C=CC(=NC12)C1CCOCC1)CN1C[C@H]([C@@H](C1)C1=CC=NC=C1)OC=1C=C2CN(C(C2=CC1)=O)[C@@H]1C(NC(CC1)=O)=O |o1:20,21| (S)-3-(5-(((3S*,4R*)-1-((8-fluoro-2-(tetrahydro-2H-pyran-4-yl)quinolin-6-yl)methyl)-4-(pyridin-4-yl)pyrrolidin-3-yl)oxy)-1-oxoisoindolin-2-yl)piperidine-2,6-dione